FC=1C(=C(C=CC1F)[C@H]1[C@@H](O[C@@H]([C@H]1C)C(F)(F)F)C(=O)NC1=CC(=NC=C1)C(=O)N)OC |o1:8,9,11,12| rel-(2R,3S,4S,SR)-4-[[3-(3,4-difluoro-2-methoxy-phenyl)-4-methyl-5-(trifluoromethyl)tetrahydrofuran-2-carbonyl]amino]pyridine-2-carboxamide